fluorine antimony tin oxide [Sn]=O.[Sb].[F]